CN(C1=CC=C(C=N1)CC(=O)NC1CCNCC1)C 2-(6-(dimethylamino)pyridin-3-yl)-N-(piperidin-4-yl)acetamide